(S,E)-2-aminobutanal O-(2-oxo-2-(4-(5-(trifluoromethyl)pyrimidin-2-yl)piperazin-1-yl)ethyl) oxime O=C(CO\N=C\[C@H](CC)N)N1CCN(CC1)C1=NC=C(C=N1)C(F)(F)F